C(\C=C\C(=O)OCC(CCCC)CC)(=O)OCC(CCCC)CC bis(2-ethylhexyl) fumarate